C1=CC=CC=2C3=CC=CC=C3N(C12)C1=C(C(C#N)=C(C(=C1N1C2=CC=CC=C2C=2C=CC=CC12)N1C2=CC=CC=C2C=2C=CC=CC12)N1C2=CC=CC=C2C=2C=CC=CC12)C#N 3,4,5,6-tetra(9H-carbazol-9-yl)phthalonitrile